C(C)(C)(C)OC(NC1=C(N=C(S1)C1CCC2(OCCO2)CC1)I)=O (4-iodo-2-(1,4-dioxaspiro[4.5]decan-8-yl)thiazol-5-yl)carbamic acid tert-butyl ester